C1(NC=CC2=CC=C3C(=C12)C=CC=C3)=O benzoisoquinolinone